3-(4-(trifluoromethyl)pyrimidin-2-yl)bicyclo[1.1.1]Pentane-1-carboxylic acid FC(C1=NC(=NC=C1)C12CC(C1)(C2)C(=O)O)(F)F